(S)-quinuclidin-3-yl (5-(4-ethoxy-3-fluorophenyl)-6-methoxy-2,2-dimethyl-2,3-dihydro-1H-inden-1-yl)carbamat C(C)OC1=C(C=C(C=C1)C=1C=C2CC(C(C2=CC1OC)NC(O[C@@H]1CN2CCC1CC2)=O)(C)C)F